[Si](C1=CC=CC=C1)(C1=CC=CC=C1)(C(C)(C)C)OCCOC(C)N [2-[tert-butyl(diphenyl)silyl]oxyethoxy]ethanamine